NC1=NC=2C=NC(=CC2C2=C1COC2)C(=O)N2[C@H](CC(CC2)(F)F)C2=CC=C(C=C2)C(F)(F)F (4-amino-1,3-dihydrofuro[3,4-c][1,7]naphthyridin-8-yl)-[(2R)-4,4-difluoro-2-[4-(trifluoromethyl)phenyl]-1-piperidinyl]methanone